N,N-bis(2-hydroxyethyl)-p-phenylenediamine sulfate C1=CC(=CC=C1N)N(CCO)CCO.OS(=O)(=O)O